rac-5-methyl-5-(trifluoromethyl)-3-(((trifluoromethyl)sulfonyl)oxy)-4,5-dihydrofuran-2-carboxylic acid ethyl ester C(C)OC(=O)C=1O[C@](CC1OS(=O)(=O)C(F)(F)F)(C(F)(F)F)C |r|